C(C)(=O)NC1=C(C(=O)NC2=CC(=CC=C2)[N+](=O)[O-])C=CC=C1 acetamido-N-(3-nitrophenyl)benzamide